1-amino-7-(benzyloxy)-3H-pyrrolo[3,2-f]quinoline-2-carboxylic acid methyl ester COC(=O)C1=C(C2=C3C=CC(=NC3=CC=C2N1)OCC1=CC=CC=C1)N